C12(CC3CC(CC(C1)C3)C2)CCN2C3CN(C(C2)CC3)CCNC3=C2C(N(C(=NC2=CC=C3)C)C3C(NC(CC3)=O)=O)=O 3-(5-((2-(5-(2-((3r,5r,7r)-adamantan-1-yl)ethyl)-2,5-diazabicyclo[2.2.2]oct-2-yl)ethyl)amino)-2-methyl-4-oxoquinazolin-3(4H)-yl)piperidine-2,6-dione